N(C)CC(=O)OC(CCCCCCCCCCCCCCC)=O butyllauroyl sarcosinate